N-[(1S)-5-[2-(2-aminopyridin-3-yl)-5,7-dimethylimidazo[4,5-b]pyridin-3-yl]-2,3-dihydro-1H-inden-1-yl]acetamide NC1=NC=CC=C1C1=NC=2C(=NC(=CC2C)C)N1C=1C=C2CC[C@@H](C2=CC1)NC(C)=O